4-(trimethylsilyl)-1H-indole-2-carboxylic acid C[Si](C1=C2C=C(NC2=CC=C1)C(=O)O)(C)C